C(C=C)(=O)O.C(C=C)(=O)O.C(C=C)(=O)O.C(C=C)(=O)O.C(C=C)(=O)O.N1=C(N)N=C(N)N=C1N melamine pentaacrylate